4-methoxy-5-(4-(trifluoromethyl)phenoxy)pyridinecarbonitrile COC1=CC(=NC=C1OC1=CC=C(C=C1)C(F)(F)F)C#N